4-chloro-N-((1R,3r,5S,6r)-3-(6-chloro-1H-indazol-4-yl)-3-hydroxybicyclo[3.1.0]hexan-6-yl)benzamide ClC1=CC=C(C(=O)NC2[C@H]3CC(C[C@@H]23)(O)C2=C3C=NNC3=CC(=C2)Cl)C=C1